ClC(=O)[C@@H]1CC[C@H](CC1)NC(OC(C)(C)C)=O tert-Butyl (trans-4-(chlorocarbonyl)cyclohexyl)carbamate